C(C)(C)(C)OC(=O)[C@]1(C[C@H](NCC1)C)CC1=NC(=C(C(=C1)CC)F)NC1=NN(C(=C1)C)C(C)(C)C (2r,4r)-4-((6-((1-(tert-butyl)-5-methyl-1H-pyrazol-3-yl)amino)-4-ethyl-5-fluoropyridin-2-yl)methyl)-2-methylpiperidine-4-carboxylic acid tert-butyl ester